4-bromo-9,9'-spirobi[9H-fluorene] BrC1=CC=CC=2C3(C4=CC=CC=C4C12)C1=CC=CC=C1C=1C=CC=CC13